1-(3-aminopyridin-2-yl)pyrrolidin-2-one NC=1C(=NC=CC1)N1C(CCC1)=O